1H-indole-7-carboxamide TFA salt OC(=O)C(F)(F)F.N1C=CC2=CC=CC(=C12)C(=O)N